CC1=C(C(NC(=C1)C)=O)CNC(=O)C=1C=C(C=C(C1C)N(C1CCOCC1)CC)C1=CC=C(C=C1)N(C(C1=C(C=C(C(=C1)C(C)C)O)O)=O)CC N-((4,6-dimethyl-2-oxo-1,2-dihydropyridin-3-yl)methyl)-5-(ethyl(tetrahydro-2H-pyran-4-yl)amino)-4'-(N-ethyl-2,4-dihydroxy-5-isopropylbenzamido)-4-methyl-[1,1'-biphenyl]-3-carboxamide